OC1=C(C=C(C=C1)C(C(F)(F)F)(C(F)(F)F)C1=CC(=C(C=C1)O)[N+](=O)[O-])[N+](=O)[O-] 2,2-bis(4-hydroxy-3-nitrophenyl)hexafluoropropane